C(C1=CC=CC=C1)(=O)NCC(C(=O)[O-])C(C)O 2-[(benzoylamino) methyl]-3-hydroxybutyrate